NC1=C(C(=O)NC2=NC=C(C=C2)C(F)(F)F)C=CC=C1 2-amino-N-(5-(trifluoromethyl)pyridin-2-yl)benzamide